CC1(COC1)NS(=O)(=O)C=1C=C2C(N(C(NC2=CC1)=O)CC=CC(=O)O)=O 4-{6-[(3-methyloxetan-3-yl)sulfamoyl]-2,4-dioxo-1H-quinazolin-3-yl}but-2-enoic acid